C(C)OP(OCC)(=O)N1C(C1)C diethyl(2-methylaziridin-1-yl)phosphonate